N-(t-butoxycarbonyl)glycylglycinyl-S-(methyl-d3)-L-cysteine methyl ester COC([C@@H](NC(CNC(CNC(=O)OC(C)(C)C)=O)=O)CSC([2H])([2H])[2H])=O